O1CC[C@@H](C2=C1C=CC=C2)NC(=O)C2=C(C1=NC=CC(=C1S2)C2(CCCCC2)F)C(C)C N-[(4S)-3,4-dihydro-2H-1-benzopyran-4-yl]-7-(1-fluorocyclohexyl)-3-isopropylthieno[3,2-b]pyridine-2-carboxamide